C(=O)[C@@H]1N(CCC1)C(=O)OC(C)(C)C tert-butyl (2R)-2-formylpyrrolidine-1-carboxylate